N-(6-fluoro-3,3-dimethyl-3,4-dihydro-1H-[1,4]oxazino[4,3-a]indol-9-yl)-4-((2-hydroxyethyl)sulfonamido)benzamide FC1=CC=C(C=2C=C3N(C12)CC(OC3)(C)C)NC(C3=CC=C(C=C3)NS(=O)(=O)CCO)=O